2-(pyrrolidin-2-yl)acetamide N1C(CCC1)CC(=O)N